3-(((2s,3s,4r)-4-fluoro-3-methyl-5-oxopyrrolidin-2-yl)methoxy)-5-methoxythieno[3,2-b]pyridine-6-carboxamide F[C@@H]1[C@H]([C@H](NC1=O)COC1=CSC=2C1=NC(=C(C2)C(=O)N)OC)C